N-((6-chloropyridin-3-yl)(ethyl)(oxo)-λ6-sulfanylidene)-2,2,2-trifluoroacetamide ClC1=CC=C(C=N1)S(=NC(C(F)(F)F)=O)(=O)CC